(4-ethylpiperazin-1-yl)-4H-pyrido[1,2-a]pyrimidin C(C)N1CCN(CC1)C=1N=C2N(CC1)C=CC=C2